(2,4-difluorobenzylamino)phosphanediamine FC1=C(CNP(N)N)C=CC(=C1)F